9-methyl-11-azatricyclo[6.2.1.02,7]Undecene-2,4,6,9-tetraene-11-carboxylic acid tert-butyl ester C(C)(C)(C)OC(=O)N1C=2C3=CC=CC=C3C1C(=C2)C